(3R)-1-[(2R)-2-[[4-(2-Chlorophenyl)-7-quinolyl]oxy]propanoyl]piperidin ClC1=C(C=CC=C1)C1=CC=NC2=CC(=CC=C12)O[C@@H](C(=O)N1CCCCC1)C